CC(C1=CC=CC=C1)(CCC)O methyl-propyl-benzyl alcohol